ClC1=CC=C2CCN(C2=C1)C(CN1C[C@H](NCC1)C)=O 1-(6-Chloro-2,3-dihydro-indol-1-yl)-2-((R)-3-methyl-piperazin-1-yl)-ethanone